(3S,6S)-4-tert-butoxycarbonyl-6-methyl-morpholine-3-carboxylic acid C(C)(C)(C)OC(=O)N1[C@@H](CO[C@H](C1)C)C(=O)O